methyl 5-amino-2-((1R,4r)-4-((R)-4-(tert-butoxycarbonyl)-2-(methoxymethyl) piperazin-1-yl) cyclohexyl)-2H-indazole-6-carboxylate NC1=CC2=CN(N=C2C=C1C(=O)OC)C1CCC(CC1)N1[C@H](CN(CC1)C(=O)OC(C)(C)C)COC